C(C)(C)C1=CC=C(C(=O)NCC=2C(=NNC2)C2=CC=CC=C2)C=C1 4-isopropyl-N-((3-phenyl-1H-pyrazol-4-yl)methyl)benzamide